tert-Butyl 4-((6-Chloro-2-oxo-2,3-dihydro-1H-imidazo[4,5-c]pyridin-1-yl)methyl)piperidine-1-carboxylate ClC1=CC2=C(C=N1)NC(N2CC2CCN(CC2)C(=O)OC(C)(C)C)=O